[6-[(3-methylsulfonylphenyl)methyl]-2-azaspiro[3.3]heptan-2-yl]-[6-[3-(trifluoromethyl)-1,2,4-triazol-1-yl]-2-azaspiro[3.3]heptan-2-yl]methanone CS(=O)(=O)C=1C=C(C=CC1)CC1CC2(CN(C2)C(=O)N2CC3(C2)CC(C3)N3N=C(N=C3)C(F)(F)F)C1